tert-Butyl 2-(6-(2,2,2-trifluoroethyl)cinnolin-4-yl)-2,7-diazaspiro[3.5]nonane-7-carboxylate FC(CC=1C=C2C(=CN=NC2=CC1)N1CC2(C1)CCN(CC2)C(=O)OC(C)(C)C)(F)F